C(C)(C)(C)OC(=O)NCCCNC(=O)C1=CC=CC=2NC(=NC21)[C@]2(N(CCC2)C(=O)OCC2=CC=CC=C2)C benzyl (S)-2-(4-((3-((tert-butoxycarbonyl)amino)propyl)carbamoyl)-1H-benzo-[d]imidazol-2-yl)-2-methylpyrrolidine-1-carboxylate